N,N-diethyl-imidazo[1,5-a]pyridine-7-sulfonamide C(C)N(S(=O)(=O)C1=CC=2N(C=C1)C=NC2)CC